[Si](C)(C)(C(C)(C)C)OC1C([C@@H](O[C@@H]1CON1CCOCC1)N1C(NC(C=C1)=O)=O)OC 1-[(2R,5R)-4-[tert-butyl(dimethyl)silyl]oxy-3-methoxy-5-(morpholinooxymethyl)tetrahydrofuran-2-yl]pyrimidine-2,4-dione